[(8R,9S,10R,13S,14S,17S)-10,13-Dimethyl-3-oxo-1,2,6,7,8,9,11,12,14,15,16,17-dodecahydrocyclopenta[a]phenanthren-17-yl] hydrogen sulfate S(=O)(=O)(O[C@H]1CC[C@H]2[C@@H]3CCC4=CC(CC[C@@]4([C@H]3CC[C@]12C)C)=O)O